L-aspartic acid-4-tertiary butyl ester C(C)(C)(C)OC(C[C@H](N)C(=O)O)=O